3-ethyl-4,7-dimethyl-9-(1-((6-methyl-2-(1-methyl-1H-pyrazol-5-yl)pyridin-3-yl)amino)ethyl)-3,4-dihydro-5H-pyrazolo[3,4-c]isoquinolin-5-one C(C)N1N=CC2=C1N(C(C=1C=C(C=C(C21)C(C)NC=2C(=NC(=CC2)C)C2=CC=NN2C)C)=O)C